4-((tert-butoxycarbonyl)amino)-1-(5-(3-cyano-6-(2-hydroxy-2-methylpropoxy)pyrazolo[1,5-a]pyridin-4-yl)pyridin-2-yl)piperidine-4-carboxylic acid C(C)(C)(C)OC(=O)NC1(CCN(CC1)C1=NC=C(C=C1)C=1C=2N(C=C(C1)OCC(C)(C)O)N=CC2C#N)C(=O)O